1,4-diaminonitrobenzene NC1=C(C=C(C=C1)N)[N+](=O)[O-]